FC1=C(C=CC=C1C)C(CC1=NC(=CC=C1)OC)C=1N=CNC1 2-[2-(2-fluoro-3-methylphenyl)-2-(1H-imidazol-4-yl)ethyl]-6-methoxypyridine